COC(=O)C1=CC=C(C=C1)[C@@H]1C[C@@](CC1)(C(=O)O)CCCC1=CC=CC=C1 cis-3-(4-(methoxycarbonyl)phenyl)-1-(3-phenylpropyl)cyclopentane-1-carboxylic acid